C(C)(C)(C)C1C(C1)(C)N(C(O)=O)S(=O)(=O)C=1C=C(C=2N(C1)C(=CN2)C2=NC=C(C=C2)C)N2CCN(CC2)C(N(C)C)=O.CO[SiH3] methoxysilane tert-butyl-((8-(4-(dimethylcarbamoyl)piperazin-1-yl)-3-(5-methylpyridin-2-yl)imidazo[1,2-a]pyridin-6-yl)sulfonyl)(1-methylcyclopropyl)carbamate